6-(2-Benzylazepan-1-yl)-4-(2-(difluoromethyl)morpholino)pyridin-2(1H)-one C(C1=CC=CC=C1)C1N(CCCCC1)C1=CC(=CC(N1)=O)N1CC(OCC1)C(F)F